(S)-2-(5,6-difluoro-2,4-dioxo-1,4-dihydroquinazolin-3(2H)-yl)-N-(1-(2,4-difluorophenyl)ethyl)acetamide FC1=C2C(N(C(NC2=CC=C1F)=O)CC(=O)N[C@@H](C)C1=C(C=C(C=C1)F)F)=O